4-((dimethylamino)phenyl)-N-(1-(5-(trifluoromethyl)pyridin-3-yl)pyrrolidin-3-yl)acetamide CN(C)C1=C(C=CC=C1)C1C(CN(C1)C=1C=NC=C(C1)C(F)(F)F)NC(C)=O